(R)-2-Amino-N-((S)-1-((4-carbamimidoylbenzyl)amino)-3-(4-hydroxyphenyl)-1-oxopropan-2-yl)-4-phenylbutanamide Di-trifluoroacetate salt FC(C(=O)O)(F)F.FC(C(=O)O)(F)F.N[C@@H](C(=O)N[C@H](C(=O)NCC1=CC=C(C=C1)C(N)=N)CC1=CC=C(C=C1)O)CCC1=CC=CC=C1